4-(4-nitrophenyl)-3,6-dihydro-2H-pyridine-1-carboxylic acid tert-butyl ester C(C)(C)(C)OC(=O)N1CCC(=CC1)C1=CC=C(C=C1)[N+](=O)[O-]